COCCC1=C(C=CC=C1[N+](=O)[O-])S(=O)(=O)N (2-methoxyethyl)-3-nitro-benzenesulfonamide